2-[(4-methoxyphenyl)methyl]pyridine COC1=CC=C(C=C1)CC1=NC=CC=C1